O[C@H]1C[C@@H](N(C[C@H]1C)C(C(=O)NC=1C=C(C=NC1)C(=O)N)=O)C1=CC=CC=C1 |r| Rac-5-[[2-[(2R,4S,5R)-4-hydroxy-5-methyl-2-phenyl-1-piperidyl]-2-oxo-acetyl]amino]pyridine-3-carboxamide